5-fluoro-3-(2-(3-(2,4-dimethylphenyl)-4-oxothiazolidine-2-ylidene)hydrazono)indol-2-one FC=1C=C2C(C(NC2=CC1)=O)=NN=C1SCC(N1C1=C(C=C(C=C1)C)C)=O